N1N=CC(=C1)CCNC1=NC(=NC(=C1C)C)C(=O)N1C(CN(CC1)C)C1=CC=CC=C1 (4-((2-(1H-pyrazol-4-yl)ethyl)amino)-5,6-dimethylpyrimidin-2-yl)(4-methyl-2-phenylpiperazin-1-yl)methanone